methoxycinnamic acid 2-ethylhexyl ester C(C)C(COC(C(=CC1=CC=CC=C1)OC)=O)CCCC